1,4-di(triethoxymethoxyl)benzene C(C)OC(OC1=CC=C(C=C1)OC(OCC)(OCC)OCC)(OCC)OCC